FC1=C(CN2[C@H](CCC2=O)CC(=O)N[C@@H](C(=O)NN(C2=CC=CC=C2)C)C(C)C)C=CC=C1F |r| rac-2-((R)-1-(2,3-Difluorobenzyl)-5-oxopyrrolidin-2-yl)-N-((R)-3-methyl-1-(2-methyl-2-phenylhydrazineyl)-1-oxobutan-2-yl)acetamide